C(C1CO1)OCC[Si](OC)(OC)CC β-glycidoxyethylethyldimethoxysilane